tert-butyl 4-((4-(2-(2,6-dioxopiperidin-3-yl)-1,3-dioxoisoindolin-4-yl)piperazin-1-yl)methyl)benzoate O=C1NC(CCC1N1C(C2=CC=CC(=C2C1=O)N1CCN(CC1)CC1=CC=C(C(=O)OC(C)(C)C)C=C1)=O)=O